C(C)(=O)NCCC(=O)NC1=NN(C=2C=CC=C(C12)C1=C(C=C2C=NN(C2=C1)C)F)CC(=O)NCC(=O)NCC(=O)O 2-(2-{2-[3-(3-acetamidopropanamido)-5'-fluoro-1'-methyl-1H,1'H-[4,6'-biindazol]-1-yl]acetamido}acetamido)acetic acid